C(N)(=O)C=1C(=NN(C1)[C@@H]1COCC[C@H]1C#N)NC1=CC(=C(C(=O)OC)C(=C1)B1OC(C(O1)(C)C)(C)C)F methyl 4-[[4-carbamoyl-1-[trans-4-cyanotetrahydro-2H-pyran-3-yl] pyrazol-3-yl]amino]-2-fluoro-6-(4,4,5,5-tetramethyl-1,3,2-dioxaborolan-2-yl)benzoate